1-(3,5-difluorophenyl)-3-(6-fluoropyridin-3-yl)-1H-pyrazole FC=1C=C(C=C(C1)F)N1N=C(C=C1)C=1C=NC(=CC1)F